OC=1C=C(CC=2C=C3C(=NC2)C(CN3C(CN3C[C@H](N(C[C@@H]3COC)C(=O)OC(C)(C)C)C)=O)(C)C)C=CC1 tert-butyl (2R,5R)-4-(2-(6-(3-hydroxybenzyl)-3,3-dimethyl-2,3-dihydro-1H-pyrrolo[3,2-b]pyridin-1-yl)-2-oxoethyl)-5-(methoxymethyl)-2-methylpiperazine-1-carboxylate